CSC=1C(=C(C=CC1)NC1=CC=CC=C1)SC bis(methylthio)-diphenylamine